5-(2-methoxyethoxy)-1-methyl-1H-pyrazol-3-carboxamide hydrochloride Cl.COCCOC1=CC(=NN1C)C(=O)N